ClC=1C=NN(C1C(=O)NC1=NC=C(C=C1C)C#CC1=CC=CC=C1)CC1=CN=C(S1)C 4-chloro-N-(3-methyl-5-(phenylethynyl)pyridin-2-yl)-1-((2-methylthiazol-5-yl)methyl)-1H-pyrazole-5-carboxamide